5,5-dimethyl-2-pyrrolidone CC1(CCC(N1)=O)C